((6,7-Dimethoxyquinolin-4-yl)oxy)pyrimidin-2-amine COC=1C=C2C(=CC=NC2=CC1OC)OC1=NC(=NC=C1)N